N1C=NC(=C1)C=1C(=NC=CC1)N1CCN(CC1)C 1-(3-(1H-imidazol-4-yl)pyridin-2-yl)-4-methylpiperazine